6-amino-N-[(5-bromo-2-pyridyl)methyl]-8-methyl-N-[(1R)-1-pyrimidin-2-ylethyl]-1,5-naphthyridine-3-carboxamide NC=1N=C2C=C(C=NC2=C(C1)C)C(=O)N([C@H](C)C1=NC=CC=N1)CC1=NC=C(C=C1)Br